C(C)(=O)O\C\1=C\CCCCCC1 (E)-cycloocta-1-en-1-yl acetate